bis[2-dimethylaminoethyl]Ether CN(CCOCCN(C)C)C